N-((3R,4S)-4-((7-(2,6-dichloro-3,5-dimethoxyphenyl)-5-(4-methoxy-4-methyl-piperidin-1-yl)-2,6-naphthyridin-3-yl)amino)tetrahydrofuran-3-yl)acrylamide ClC1=C(C(=C(C=C1OC)OC)Cl)C1=NC(=C2C=C(N=CC2=C1)N[C@H]1[C@H](COC1)NC(C=C)=O)N1CCC(CC1)(C)OC